Cl.NCCCCN(C1=C2CN(C(C2=CC=C1)=O)N1C(CCCC1=O)=O)C (4-((4-aminobutyl)(methyl)amino)-1-oxoisoindolin-2-yl)piperidine-2,6-dione hydrochloride